3-butyl-4-[(3-cyanophenyl)methyl]-1H,2H,3H,4H-cyclopenta[b]indole-5-carboxylic acid C(CCC)C1CCC2=C1N(C1=C(C=CC=C21)C(=O)O)CC2=CC(=CC=C2)C#N